3-(6-(difluoromethoxy)pyridin-3-yl)-1-oxo-2-(2,2,2-trifluoroethyl)-1,2,3,4-tetrahydroisoquinoline-4-carboxylic acid FC(OC1=CC=C(C=N1)C1N(C(C2=CC=CC=C2C1C(=O)O)=O)CC(F)(F)F)F